5-((3-(4-chlorophenyl)-2,6-dioxo-4-((4-(pyridin-2-yloxy)phenyl)imino)-1,3,5-triazin-1-yl)methyl)oxazolidine ClC1=CC=C(C=C1)N1C(N(C(NC1=NC1=CC=C(C=C1)OC1=NC=CC=C1)=O)CC1CNCO1)=O